1,1-Difluoro-1-(2-fluoro-3-((R)-1-((7-methoxy-2-methyl-6-(((S)-4-methylmorpholin-2-yl)methoxy)quinazolin-4-yl)amino)ethoxy)phenyl)-2-methylpropan-2-ol FC(C(C)(O)C)(C1=C(C(=CC=C1)O[C@H](C)NC1=NC(=NC2=CC(=C(C=C12)OC[C@@H]1CN(CCO1)C)OC)C)F)F